[6-(3-cyclopropyl-1H-1,2,4-triazol-5-yl)-2-azaspiro[3.3]heptan-2-yl]-[7-[[5-(trifluoromethyl)isoxazol-3-yl]methyl]-2,7-diazaspiro[3.5]nonan-2-yl]methanone C1(CC1)C1=NNC(=N1)C1CC2(CN(C2)C(=O)N2CC3(C2)CCN(CC3)CC3=NOC(=C3)C(F)(F)F)C1